O1C(COCC1)COC1=CC(=C(C(=N1)CCC1=CC=C(C=C1)OCCCN)CC)O 6-((1,4-dioxan-2-yl)methoxy)-2-(4-(3-aminopropoxy)phenethyl)-3-ethylpyridin-4-ol